C(=O)OCC1=CC(=CC=C1)N1CCNCC1 [3-(piperazin-1-yl)phenyl]methyl formate